tert-butyl (1-(4-bromophenyl)azetidin-3-yl)carbamate BrC1=CC=C(C=C1)N1CC(C1)NC(OC(C)(C)C)=O